COC(C1=CC(=CC(=C1)OCC1CCOCC1)C=1SC(=CN1)C1CCC1)=O 3-(5-cyclobutyl-1,3-thiazol-2-yl)-5-(tetrahydro-2H-pyran-4-ylmethoxy)benzoic acid methyl ester